5-(dimethoxymethyl)-4-methoxymethylpyridineamide COC(C=1C(=CC(=NC1)C(=O)N)COC)OC